(4-trifluoromethylphenyl)-pyrimidineamide FC(C1=CC=C(C=C1)C1=NC(=NC=C1)C(=O)N)(F)F